2-(4-Chlorobenzyl)-5-(3,5-difluorobenzyl)-1-(2-hydroxyethyl)-1,2,4,5,6,7-hexahydro-3H-pyrazolo[4,3-c]pyridin-3-one ClC1=CC=C(CN2N(C3=C(CN(CC3)CC3=CC(=CC(=C3)F)F)C2=O)CCO)C=C1